(2-methoxy-5-(trifluoromethyl)phenyl)methylamine hydrochloride Cl.COC1=C(C=C(C=C1)C(F)(F)F)CN